3-bromoquinolylpropylamine bromate Br(=O)(=O)O.BrC=1C(=NC2=CC=CC=C2C1)CCCN